C(C)(C)(C)C1(CC(=CC(=C1O)C(C)(C)C)C)CCO 2,6-di-tert-butyl-p-cresol-ethanol